ClC=1C(=C(C(=O)OC)C(=C(C1I)F)F)O methyl 3-chloro-5,6-difluoro-2-hydroxy-4-iodobenzoate